C(CCCCCCCCCCCC)SP(=S)(OCCCCCCCCCCCCC)[O-].[Mo+] molybdenum ditridecyldithiophosphate